N-[(1S)-2-[4-(3,5-dimethyl-1H-pyrazol-4-yl)anilino]-1-[(1R)-6-(2-methylisoindolin-5-yl)indan-1-yl]-2-oxo-ethyl]-2-methyl-pyrazole-3-carboxamide CC1=NNC(=C1C1=CC=C(NC([C@H]([C@@H]2CCC3=CC=C(C=C23)C=2C=C3CN(CC3=CC2)C)NC(=O)C=2N(N=CC2)C)=O)C=C1)C